C(C)N1C[C@@H](CCC1)NC=1C=2N(C(=NN1)SC)C=CN2 N-[(3R)-1-ethyl-3-piperidinyl]-5-methylsulfanyl-imidazo[1,2-d][1,2,4]triazin-8-amine